5-amino-3-[2-(6-chloro-1-ethyl-1,3-benzodiazol-5-yl)ethynyl]-1-[1-(prop-2-enoyl)azetidin-3-yl]pyrazole-4-carboxamide NC1=C(C(=NN1C1CN(C1)C(C=C)=O)C#CC1=CC2=C(N(C=N2)CC)C=C1Cl)C(=O)N